3-(2,6-dimethoxyphenyl)-2-(ethoxymethyl)-6-hydroxy-5-{[4-(1,2,4-oxadiazol-3-yl)phenyl]methyl}-3,4-dihydropyrimidin-4-one COC1=C(C(=CC=C1)OC)N1C(=NC(=C(C1=O)CC1=CC=C(C=C1)C1=NOC=N1)O)COCC